3-((4-(Aminomethyl)-2-fluoropyridin-3-yl)amino)piperidine-2,6-dione NCC1=C(C(=NC=C1)F)NC1C(NC(CC1)=O)=O